7-fluoro-5-((3-fluorophenyl)(methyl)amino)-[1,2,4]Triazolo[4,3-a]Quinazoline-8-carboxylic acid FC=1C=C2C(=NC=3N(C2=CC1C(=O)O)C=NN3)N(C)C3=CC(=CC=C3)F